tert-butyl (E)-4-((5-oxo-2-(3-(trifluoromethyl)phenyl)oxazol-4(5H)-ylidene)methyl)isoindoline-2-carboxylate O=C1/C(/N=C(O1)C1=CC(=CC=C1)C(F)(F)F)=C\C1=C2CN(CC2=CC=C1)C(=O)OC(C)(C)C